ClC1=NN(C(=C1)C)C1=CC=C(C=C1)I chloro-1-(4-iodophenyl)-5-methyl-1H-pyrazole